OC(C)(C)C1=CC(=NN1C)S(=O)(N)=N 5-(2-hydroxypropan-2-yl)-1-methyl-1H-pyrazole-3-sulfonimidamide